FC1(CN(CCC1C1=CC2=C(NC(N2C)=O)C=C1)C(=O)OC(C)(C)C)F tert-butyl 3,3-difluoro-4-(3-methyl-2-oxo-2,3-dihydro-1H-benzo[d]imidazol-5-yl)piperidine-1-carboxylate